(2E)-4-methyl-N-[5-methyl-3-(pyrrolidin-1-yl)hexa-2,4-dien-1-ylidene]benzenesulfonamide CC1=CC=C(C=C1)S(=O)(=O)N=C\C=C(/C=C(C)C)\N1CCCC1